O=C1N(CC2=CC(=CC=C12)C=1N(C=CN1)C1=CC=CC=C1)C1C(NC(CC1)=O)=O 3-(1-Oxo-5-(1-phenyl-1H-imidazol-2-yl)isoindolin-2-yl)piperidine-2,6-dione